CN(C(C(=C)C)=O)C1=C(C=C(C=C1)C(F)(F)F)C#N N-methyl-N-(2-cyano-4-trifluoromethylphenyl)-methacrylamide